tert-butyl (R)-3-(2,3-dichloro-6-fluorophenyl)-3-((3-methyl-4-oxo-8-(trifluoromethyl)-3,4-dihydroquinazolin-6-yl)amino)pyrrolidine-1-carboxylate ClC1=C(C(=CC=C1Cl)F)[C@]1(CN(CC1)C(=O)OC(C)(C)C)NC=1C=C2C(N(C=NC2=C(C1)C(F)(F)F)C)=O